trans-4-((4-(2-Cyclopropyloxazol-4-yl) pyridine-2-yl)((trans-4-(5-methoxy-6-methylpyridin-2-yl)cyclohexyl)methyl) carbamoyl)cyclohexyl 3-(2-hydroxyethoxy)azetidine-1-carboxylate OCCOC1CN(C1)C(=O)O[C@@H]1CC[C@H](CC1)C(N(C[C@@H]1CC[C@H](CC1)C1=NC(=C(C=C1)OC)C)C1=NC=CC(=C1)C=1N=C(OC1)C1CC1)=O